rel-N-[(3S,4R)-9-cyclopropyl-4-({[(1s,4S)-4-ethylcyclohexyl]oxy}methyl)-7-methyl-6-oxo-1,3,4,6-tetrahydro-2H-quinolizin-3-yl]methanesulfonamide C1(CC1)C=1C=C(C(N2[C@H]([C@H](CCC12)NS(=O)(=O)C)COC1CCC(CC1)CC)=O)C |o1:8,9|